CN(C1=NC(=C(C2=C1CN(C2)C(CC2CN(C2)C=2C=NC=CC2)=O)C)C)C 1-[4-(Dimethylamino)-6,7-dimethyl-1,3-dihydro-2H-pyrrolo[3,4-c]pyridin-2-yl]-2-[1-(pyridin-3-yl)azetidin-3-yl]ethanon